(1R,3S)-3-{3-[(1,2-oxazol-3-ylacetyl)amino]-1H-pyrazol-5-yl}cyclopentyl[1-(2,2,2-trifluoroethyl)cyclopropyl] carbamate C(N)(OC1(C(C1)[C@H]1C[C@H](CC1)C1=CC(=NN1)NC(CC1=NOC=C1)=O)CC(F)(F)F)=O